2,5-di-tert-butyl-benzene C(C)(C)(C)C1=CC=C(C=C1)C(C)(C)C